C(C)N(C(OC(C)(C)C)=O)CC(C)=O tert-butyl ethyl(2-oxopropyl)carbamate